N-(2-furylmethyl)-3-phenyl-imidazo[1,2-b]pyridazin-6-amine O1C(=CC=C1)CNC=1C=CC=2N(N1)C(=CN2)C2=CC=CC=C2